[Na+].C(=O)([O-])O[Si](O)(O)CC carboxy-ethylsilanetriol, sodium salt